N'-(pyridin-2-yl)acryloyl-hydrazine N1=C(C=CC=C1)C=CC(=O)NN